N1N=NC2=C1C=CC(=C2)CN2C(C1=CC=CC=C1C2CC=2N=CSC2Cl)=O 2-((1H-benzo[d][1,2,3]triazol-5-yl)methyl)-3-((5-chlorothiazol-4-yl)methyl)isoindolin-1-one